ClC1=C(C=C(C=C1)NC(C1=CN=C(C=C1)C(F)(F)F)=O)[C@H](C)NC=1C=NC=2C(N1)=NN(C2)CC (S)-N-(4-chloro-3-(1-((2-ethyl-2H-pyrazolo[3,4-b]pyrazin-6-yl)amino)ethyl)phenyl)-6-(trifluoromethyl)nicotinamide